ClC1=C(C=CC=C1C1=NC=CC(=C1Cl)C1=NC(=C(C=C1)CNC[C@@H]1NC(CC1)=O)OC)NC1=NC=CC(=C1F)CN1CC(C1)C(=O)O (R)-1-((2-((2-chloro-3-(3'-chloro-6-methoxy-5-((((5-oxopyrrolidin-2-yl)methyl)amino)methyl)-[2,4'-bipyridin]-2'-yl)phenyl)amino)-3-fluoropyridin-4-yl)methyl)azetidine-3-carboxylic acid